2-(4-(3-(4-amino-3-fluorophenyl)-1H-1,2,4-triazol-1-yl)phenoxy)acetonitrile NC1=C(C=C(C=C1)C1=NN(C=N1)C1=CC=C(OCC#N)C=C1)F